C(C)(C)(C)N[Si](OCC)(OCC)OCC tert-butylaminotriethoxysilane